N7-butyl-1-(4-(chloromethyl)-2-methoxybenzyl)-1H-pyrazolo[4,3-d]pyrimidine-5,7-diamine C(CCC)NC=1C2=C(N=C(N1)N)C=NN2CC2=C(C=C(C=C2)CCl)OC